3-methyl-5-((2-(trifluoromethyl)pyridin-3-yl)thio)pyrimidin-4(3H)-one CN1C=NC=C(C1=O)SC=1C(=NC=CC1)C(F)(F)F